C(C)(C)(C)OC(CC(CC(C)(C)C)C)=O.COC1=CC=C(C=C1)C[C@@H](C)NC(CN1N=NC2=C(C1=O)C=CC=C2)=O (R)-N-(1-(4-methoxyphenyl)propan-2-yl)-2-(4-oxo-benzo[d][1,2,3]triazin-3(4H)-yl)acetamide tert-butyl-3,5,5-trimethylhexanoate